3-methyl-6-(5-((1-(1-methyl-1H-pyrazole-4-carbonyl)azetidine-3-yl)oxy)pyridin-3-yl)benzo[d]thiazol-2(3H)-one CN1C(SC2=C1C=CC(=C2)C=2C=NC=C(C2)OC2CN(C2)C(=O)C=2C=NN(C2)C)=O